NC1=CC(=NC=N1)N1CCS(CC1)(=O)=O (6-aminopyrimidin-4-yl)-1λ6-thiomorpholine-1,1-dione